1-[(7S)-14-fluoro-5,9-dioxa-2,11,18-triazatetracyclo[8.8.0.02,7.012,17]octadeca-1(18),10,12(17),13,15-pentaen-16-yl]ethanol FC1=CC=2N=C3OC[C@@H]4COCCN4C3=NC2C(=C1)C(C)O